2-[6-(cyclopropylamino)-2-fluoropyridin-3-yl]-N-[(3S)-9-fluoro-2-oxo-5-phenyl-1,3-dihydro-1,4-benzodiazepine-3-yl]-6,7-dihydro-5H-pyrazolo[5,1-b][1,3]Oxazine-3-carboxamide C1(CC1)NC1=CC=C(C(=N1)F)C1=NN2C(OCCC2)=C1C(=O)N[C@@H]1C(NC2=C(C(=N1)C1=CC=CC=C1)C=CC=C2F)=O